C(C)(C)(C)C1=NNC(=C1)NC(=O)NC1=CC=C(C=C1)N1C=NC2=C1C=CC(=C2)OC 3-tert-butyl-5-{3-[4-(5-methoxy-benzimidazol-1-yl)-phenyl]-ureido}-pyrazole